F[C@@H](CN(CC[C@@H](C(=O)O)NC=1C2=C(N=CN1)N(C=C2)C)CCCCC2=NC=1NCCCC1C=C2)COC (S)-4-(((S)-2-fluoro-3-methoxypropyl)(4-(5,6,7,8-tetrahydro-1,8-naphthyridin-2-yl)butyl)amino)-2-((7-methyl-7H-pyrrolo[2,3-d]pyrimidin-4-yl)amino)butanoic acid